BrC=1C=CC(=NC1CO)NC(OC(C)(C)C)=O Tert-Butyl (5-bromo-6-(hydroxymethyl)pyridin-2-yl)carbamate